ClC1=C(C=CC=C1C1=C(C(=NC=C1)Cl)Cl)NC(=O)C=1C(N(C(N(C1)C)=O)C)=O N-(2-chloro-3-(2,3-dichloropyridin-4-yl)phenyl)-1,3-dimethyl-2,4-dioxo-1,2,3,4-tetrahydropyrimidine-5-carboxamide